4-(2-chloro-5-hydroxyphenyl)-7-((3R)-1-methyl-3-piperidinyl)-2-(2-(2-propenoyl)-2,6-diazaspiro[3.4]octan-6-yl)-5,6,7,8-tetrahydro-1,7-naphthyridine-3-carbonitrile ClC1=C(C=C(C=C1)O)C1=C(C(=NC=2CN(CCC12)[C@H]1CN(CCC1)C)N1CC2(CN(C2)C(C=C)=O)CC1)C#N